tetra-n-butylammonium lactate C(C(O)C)(=O)[O-].C(CCC)[N+](CCCC)(CCCC)CCCC